FC1=CC=C(C(=O)N(C2C(CNCC2)C)C)C=C1 4-fluoro-N-methyl-N-(3-methylpiperidin-4-yl)benzamide